FC1=CC(=C(C=C1)N1C(C(=CC=C1)C(=O)NC1=CC=C(C=C1)OC(F)(F)F)=O)OC 1-(4-fluoro-2-methoxyphenyl)-2-oxo-N-[4-(trifluoromethoxy)phenyl]-1,2-dihydropyridine-3-carboxamide